C(C1CO1)OC1=CC=C(C=C1)CC1=CC=C(C=C1)OCC1CO1 bis-[4-(glycidyloxy)-phenyl]-methane